tert-butyl 4-[7-({8-chloro-2-methylimidazo[1,2-a]pyridin-6-yl} carbamoyl)-2-methylindazol-4-yl]piperidine-1-carboxylate ClC=1C=2N(C=C(C1)NC(=O)C1=CC=C(C3=CN(N=C13)C)C1CCN(CC1)C(=O)OC(C)(C)C)C=C(N2)C